(S)-N-(2,8-dimethylimidazo[1,2-a]pyrazin-6-yl)-4-(3-methylpiperazin-1-yl)-2,3-dihydro-1H-pyrrolo[2,3-b]pyridine-1-carboxamide hydrochloride Cl.CC=1N=C2N(C=C(N=C2C)NC(=O)N2CCC=3C2=NC=CC3N3C[C@@H](NCC3)C)C1